3'-((2-hydroxypropane-1,3-diyl)bis(oxy))bis(2,4,6-trimethylbenzaldehyde) OC(COC=1C(=C(C=O)C(=CC1C)C)C)COC=1C(=C(C=O)C(=CC1C)C)C